4-[(4-methylpiperazin-1-yl)methyl]-8,14-dioxa-10,19,20-triazatetracyclo[13.5.2.12,6.018,21]tricosa-1(20),2,4,6(23),15,17,21-heptaen-9-one CN1CCN(CC1)CC=1C=C2C3=NNC4=CC=C(OCCCNC(OCC(C1)=C2)=O)C=C34